di-isobutyl peroxy dicarbonate C(OCC(C)C)(OOOOC(OCC(C)C)=O)=O